diphenyl phosphate tetrabutyl-phosphonium salt C(CCC)[P+](CCCC)(CCCC)CCCC.P(=O)(OC1=CC=CC=C1)(OC1=CC=CC=C1)[O-]